COC1=C(N)C=CC(=C1)S(=O)(=O)C(C)C 2-methoxy-4-(propane-2-sulfonyl)aniline